2,2-dimethyl-6-vinyltetrahydrofuro[2,3-d][1,3]dioxol-6-ol CC1(OC2C(O1)OCC2(O)C=C)C